C(C1=CC=CC=C1)N1N=NC=C1OC1=C(C(=C(C=C1)C1=CN=C2N1C=CN=C2NC2=CC(=C(C(=O)NCC1CCN(CC1)C(=O)OC(C)(C)C)C=C2)CC)F)F tert-Butyl 4-[[[4-[[3-[4-(3-benzyltriazol-4-yl)oxy-2,3-difluoro-phenyl]imidazo[1,2-a]pyrazin-8-yl]amino]-2-ethyl-benzoyl]amino]methyl]piperidine-1-carboxylate